C(C1=CC=CC=C1)N1CC2=CC=CC=C2C(=C1)I 2-benzyl-4-iodoisoquinoline